Benzyl (2R,4R)-4-((tert-butyldiphenylsilyl)oxy)-2-(((2,2,7-trimethyl-4-oxo-4H-benzo[d][1,3]dioxin-5-yl)oxy)methyl)pyrrolidin-1-carboxylate [Si](C1=CC=CC=C1)(C1=CC=CC=C1)(C(C)(C)C)O[C@@H]1C[C@@H](N(C1)C(=O)OCC1=CC=CC=C1)COC1=CC(=CC=2OC(OC(C21)=O)(C)C)C